cis-tert-butyl (3-((6-bromoimidazo[1,5-a]pyridin-8-yl)oxy)cyclobutyl)carbamate BrC=1C=C(C=2N(C1)C=NC2)O[C@H]2C[C@H](C2)NC(OC(C)(C)C)=O